FC1=CC(=C(C=C1C1=CN=NC(=C1)C)NC(=O)C1=CNC(C=C1C(F)(F)F)=O)N1C[C@H](N([C@H](C1)C)C)C N-[4-fluoro-5-(6-methylpyridazin-4-yl)-2-[(3R,5S)-3,4,5-trimethylpiperazin-1-yl]phenyl]-6-oxo-4-(trifluoromethyl)-1H-pyridine-3-carboxamide